BrC=1C=CC=2N(C3=CC=C(C=C3C2C1)Br)CCC 3,6-dibromo-N-propylcarbazole